heptanenitrile C(CCCCCC)#N